(4-((4-(1H-1,2,4-triazol-1-yl)benzyl)oxy)phenyl)sulfamoyl fluoride N1(N=CN=C1)C1=CC=C(COC2=CC=C(C=C2)NS(=O)(=O)F)C=C1